C(\C(\C)=C/C(=O)[O-])(=O)OCC citraconic acid, Monoethyl ester